C(#N)[B-](C#N)(C#N)C#N.[H+] tetracyanoboric acid